C[C@@H]1N(C2=C(C=CC=C2C(C1)=O)C)S(=O)(=O)C1=C(C=C(C=C1)C=1C=NN(C1)C)C |o1:1| rel-(2S)-2,8-dimethyl-1-[2-methyl-4-(1-methylpyrazol-4-yl)phenyl]sulfonyl-2,3-dihydroquinolin-4-one